2-chloro-5-fluoro-1,3-benzothiazole ClC=1SC2=C(N1)C=C(C=C2)F